ClC(C(=O)N(C)C)C1=CC=C(C=C1)NC([C@H](CCCNC(=O)N)NC(OCC1C2=CC=CC=C2C=2C=CC=CC12)=O)=O (9H-fluoren-9-yl)methyl ((2S)-1-((4-(1-chloro-2-(dimethylamino)-2-oxoethyl)phenyl)amino)-1-oxo-5-ureidopentan-2-yl)carbamate